CC(C)O C2-propanol